O[C@@H]1[C@@H](CC[C@](C1)(C(F)(F)F)O)NC(=O)[C@H]1CCN(C2(CC2)C1)C(=O)C1=NNC(=C1)C1=CC(=NC=C1F)OC (S)-N-((1R,2S,4S)-2,4-dihydroxy-4-(trifluoromethyl)cyclohexyl)-4-(5-(5-fluoro-2-methoxypyridin-4-yl)-1H-pyrazole-3-carbonyl)-4-azaspiro[2.5]Octane-7-carboxamide